[N+](=O)([O-])C1=CC=C(OC2=C3C(=NC=C2)NC=C3)C=C1 4-(4-nitrophenoxy)-1H-pyrrolo[2,3-b]pyridine